C(C)(C)(C)OC(=O)N1[C@@H]([C@@H](OC(C1)=O)C1=CC=CC=C1)C1=CC=CC=C1 (2S,3R)-6-oxo-2,3-diphenylmorpholine-4-carboxylic acid tert-butyl ester